FC=1C=C(C(=NC1)C=1C=NN(C1)C)I 5-fluoro-3-iodo-2-(1-methyl-1H-pyrazol-4-yl)pyridine